ClC=1C(=NC(=NC1)NC1=CC(=C(C=C1OC)C1CCN(CC1)CC#CC=1C=C2CN(C(C2=CC1)=O)C1C(NC(CC1)=O)=O)C)NC1=C(C=CC=C1)S(=O)(=O)C(C)C 3-(5-(3-(4-(4-((5-chloro-4-((2-(isopropylsulfonyl)phenyl)amino)pyrimidin-2-yl)amino)-5-methoxy-2-methylphenyl)piperidin-1-yl)prop-1-yn-1-yl)-1-oxoisoindolin-2-yl)piperidine-2,6-dione